BrC=1C=2C3=C(N(C(C2C=C(C1)C)=O)C1CC1)N(N=C3)CC 9-bromo-4-cyclopropyl-3-ethyl-7-methyl-3,4-dihydro-5H-pyrazolo[3,4-c]isoquinolin-5-one